FC1=C(C=C(C=C1)F)C1=CC2=C(O[C@H](CN2S(=O)(=O)C2=CC(=CC=C2)C(F)(F)F)CCC(=O)NC[C@@H](C(=O)O)O)C=C1 (S)-3-(3-((S)-6-(2,5-difluoro-phenyl)-4-((3-(trifluoromethyl)-phenyl)sulfonyl)-3,4-dihydro-2H-benzo[b][1,4]oxazin-2-yl)propanamido)-2-hydroxypropanoic acid